(Z,E)-9,11-hexdecadienal C(CCCCCCC\C=C/C=C/CCCC)=O